(2R,3R,11bR)-3-(2,2-dimethylpropyl)-9-[(1-methanesulfonylcyclopropyl)methoxy]-10-methoxy-1H,2H,3H,4H,6H,7H,11bH-pyrido[2,1-a]isoquinolin-2-ol CC(C[C@H]1[C@@H](C[C@H]2N(CCC3=CC(=C(C=C23)OC)OCC2(CC2)S(=O)(=O)C)C1)O)(C)C